OCS(=O)O hydroxymethylsulfinic acid